(R)-alpha-fluoro-4-chlorophenyl-ethanol F[C@@](C)(O)C1=CC=C(C=C1)Cl